FC(C=1NC(=CN1)C1=CC=C(C=C1)O)(F)F 4-(2-(trifluoromethyl)-1H-imidazol-5-yl)phenol